C(CC)ON=C(COC1=CC(=NN1C)C(F)(F)F)C1=CC(=CC=C1)[N+](=O)[O-] 2-((1-methyl-3-(trifluoromethyl)-1H-pyrazol-5-yl)oxy)-1-(3-nitrophenyl)ethan-1-one-O-propyloxime